Trans-2,3-dichloro-2,3,5,5,6,6-hexafluoro-1,4-dioxane Cl[C@@]1(OC(C(O[C@@]1(F)Cl)(F)F)(F)F)F